NC(C(=O)O)CNC(C)=O 2-amino-3-acetamido-propionic acid